(2S)-4-(3-methoxy-4-nitrobenzoyl)-2-(prop-2-yn-1-yl)morpholine COC=1C=C(C(=O)N2C[C@@H](OCC2)CC#C)C=CC1[N+](=O)[O-]